2-(3-cyano-phenyl)-5-trifluoromethyl-2H-pyrazole-3-carboxylic acid [3-(hydroxy-naphthalen-2-yl-methyl)-phenyl]-amide OC(C=1C=C(C=CC1)NC(=O)C=1N(N=C(C1)C(F)(F)F)C1=CC(=CC=C1)C#N)C1=CC2=CC=CC=C2C=C1